ClC1=C(C=CC=C1C1=NC(=C(C=C1)CN1CC2(C1)CNC(C2)=O)OC)C2=C1C=NN(C1=CC=C2)C2=NC=C(C=O)C(=C2)OC 6-(4-(2-chloro-3-(6-methoxy-5-((7-oxo-2,6-diazaspiro[3.4]octan-2-yl)methyl)pyridin-2-yl)phenyl)-1H-indazol-1-yl)-4-methoxynicotinaldehyde